tert-butyl ((4-hydroxy-5-(5H-imidazo[5,1-a]isoindol-5-yl)azepan-1-yl)sulfonyl)carbamate OC1CCN(CCC1C1N2C(C3=CC=CC=C13)=CN=C2)S(=O)(=O)NC(OC(C)(C)C)=O